FC1=C(OC2=CC(=NC=C2)C(=O)N[C@@H]2C(N(C3=C(OC2)C=CC(=C3)C#CC(C)(C)O)C)=O)C=CC(=C1)F (S)-4-(2,4-difluorophenoxy)-N-(7-(3-hydroxy-3-methylbut-1-yn-1-yl)-5-methyl-4-oxo-2,3,4,5-tetrahydrobenzo[b][1,4]oxazepin-3-yl)picolinamide